C1(=CC=CC=C1)NC(=O)N1[C@H]2[C@H](N(C[C@@H]1CC2)C(=O)C2(CCCCC2)C2=CC=CC=C2)C(=O)O (1R,2S,5S)-8-(phenylcarbamoyl)-3-(1-phenyl-cyclohexane-1-carbonyl)-3,8-diazabicyclo[3.2.1]octane-2-carboxylic acid